C12CCCC(CCC1)C2N2CCC(CC2)N2C(\C(\C1=CC=CC=C21)=C/C(=O)N)=O (Z)-2-(1-(1-(bicyclo[3.3.1]nonan-9-yl)piperidin-4-yl)-2-oxoindolin-3-ylidene)acetamide